C[Si](C#CCC1(CC=CC2=CC=CC(=C12)N)N)(C)C 1-(3-(trimethylsilyl)prop-2-yn-1-yl)naphthalene-1,8-diamine